3-amino-5,6-dimethyl-picolinonitrile NC=1C(=NC(=C(C1)C)C)C#N